FC1=CC(=C(C=C1)C1=NOC(=N1)C1C(C12CCN(CC2)S(=O)(=O)N)(C)C)C(F)(F)F 2-{3-[4-fluoro-2-(trifluoromethyl)phenyl]-1,2,4-oxadiazol-5-yl}-1,1-dimethyl-6-azaspiro[2.5]octane-6-sulfonamide